C(C)(C)N1C=NC2=C1C1(NC2=O)C(NC2=CC=CC=C21)=O 3'-isopropyl-3'H-spiro[indoline-3,4'-pyrrolo[3,4-d]Imidazole]-2,6'(5'H)-dione